C1C(CC2=CC=CC=C12)NC(=O)C1=CC=NC=2N1N=C(C2C(=O)O)COC 7-(indan-2-ylcarbamoyl)-2-(methoxymethyl)pyrazolo[1,5-a]pyrimidine-3-carboxylic acid